1-(3-n-hexane-yl)isoquinoline CCC(CCC)C1=NC=CC2=CC=CC=C12